C(CCC)OC(=C)C=1C(=NC=CC1N)Cl 3-(1-butoxyethenyl)-2-chloropyridin-4-amine